C(CCC)C1(CS(C2=C(N(C1)C1=CC=C(C=C1)[N+](=O)[O-])C=C(C(=C2)O/C=C/C(=O)OCC)SC)(=O)=O)CCCC Ethyl (E)-3-((3,3-dibutyl-7-(methylthio)-5-(4-nitrophenyl)-1,1-dioxido-2,3,4,5-tetrahydro-1,5-benzothiazepin-8-yl)oxy)acrylate